C(C)(C)OC(C1=CC=CO1)OC(C)C furfuraldehyde diisopropyl acetal